tert-butyl 4-ethyl-3-[4-(4-methoxyphenyl)-1-(2-trimethylsilylethoxymethyl) imidazol-2-yl]piperidine-1-carboxylate C(C)C1C(CN(CC1)C(=O)OC(C)(C)C)C=1N(C=C(N1)C1=CC=C(C=C1)OC)COCC[Si](C)(C)C